C(C)(=O)O (R)-acetic acid